Cl.N1CC(C1)NC(=O)C1CN(C1)C1=NC=C(C=N1)C=1C=CC=2N(C1)C(=C(N2)CC)N(C)C=2SC(=C(N2)C2=CC=C(C=C2)F)C#N N-(azetidin-3-yl)-1-(5-(3-((5-cyano-4-(4-fluorophenyl)thiazol-2-yl)(methyl)amino)-2-ethylimidazo[1,2-a]pyridin-6-yl)pyrimidin-2-yl)azetidine-3-carboxamide hydrochloride